CC1(OB(OC1(C)C)C1=CC=C(C=C1)N1CCN(CCC1)C(=O)OC(C)(C)C)C tert-butyl 4-[4-(4,4,5,5-tetramethyl-1,3,2-dioxaborolan-2-yl)phenyl]-1,4-diazepane-1-carboxylate